C(#N)C1=CC=C(C=C1)OC(C1=CC=C(C=C1)CC\C=C\C)=O 4-[3(E)-penten-1-yl]benzoic acid-4-cyano-phenyl ester